C(C)(C)(C)OC(NC1CC(C1)C(=O)C=1C2=C(N=CC1OC)N(C=C2)[Si](C(C)C)(C(C)C)C(C)C)=O.C=C(C2=CC=CC=C2)P(O)(=O)O alpha-styrenephosphonic acid Tert-Butyl-N-[3-(5-methoxy-1-triisopropylsilyl-pyrrolo[2,3-b]pyridine-4-carbonyl)cyclobutyl]carbamate